(1R)-1-[2-[[5-[[(3S)-3,4-dimethylpiperazin-1-yl]methyl]pyridin-2-yl]amino]-8-piperidin-1-ylpyrido[3,4-d]pyrimidin-6-yl]ethanol C[C@H]1CN(CCN1C)CC=1C=CC(=NC1)NC=1N=CC2=C(N1)C(=NC(=C2)[C@@H](C)O)N2CCCCC2